C(CCC)OC(NC12CC(C1)(C2)N(C([O-])=O)CC=2C=C1C(N(CC1=CC2)C2C(NC(CC2)=O)=O)=O)=O butyl((2-(2,6-dioxopiperidin-3-yl)-3-oxoisoindolin-5-yl)methyl)bicyclo[1.1.1]pentane-1,3-diyldicarbamate